C(C)[Pt] Ethylplatinum